C[C@@]12C[C@H](N[C@H]2C1)C(=O)OCC ethyl (1S,3S,5S)-5-methyl-2-azabicyclo[3.1.0]hexane-3-carboxylate